methyl-acetyltryptophan CN([C@@H](CC1=CNC2=CC=CC=C12)C(=O)O)C(C)=O